(2s,6s)-1-benzyl-N-(2-bromo-4-chloro-phenyl)-2-methyl-6-(1-methyltriazol-4-yl)piperidine-4-carboxamide ethyl-(1R,5S,6r)-3-azabicyclo[3.1.0]hexane-6-carboxylate C(C)OC(=O)C1[C@H]2CNC[C@@H]12.C(C1=CC=CC=C1)N1[C@H](CC(C[C@H]1C=1N=NN(C1)C)C(=O)NC1=C(C=C(C=C1)Cl)Br)C